FC=1C=C(C=CC1)C=1C=C2C=C(C(OC2=C(C1)[N+](=O)[O-])=O)C#N 6-(3-fluorophenyl)-8-nitro-2-oxo-2H-chromen-3-carbonitrile